C1(CCCC1)CC=1OC(=CN1)C=1C=CC(=NC1N1CC=2N(CC1)C=CN2)C#N 5-(2-(Cyclopentylmethyl)oxazol-5-yl)-6-(5,6-dihydroimidazo[1,2-a]pyrazin-7(8H)-yl)picolinonitril